9-(4-chloro-2-fluorophenyl)-2,3-dimethyl-7-((2S,4R)-2-(2-methylpyridin-4-yl)tetrahydro-2H-pyran-4-yl)-4H-pyrazino[1,2-a]pyrimidin-4-one ClC1=CC(=C(C=C1)C1=NC(=CN2C1=NC(=C(C2=O)C)C)[C@H]2C[C@H](OCC2)C2=CC(=NC=C2)C)F